ClC1=C(C=CC=C1)[C@H](CN1N=CN=N1)O (R)-1-(2-chlorophenyl)-2-(2H-tetrazol-2-yl)ethanol